CP(OCC)(OC1=C(C(=CC(=C1)CCC)OP(OCC)(=O)C)C1=CC(=CC=C1)C)=O diethyl (3'-methyl-4-propyl-[1,1'-biphenyl]-2,6-diyl) bis(methylphosphonate)